(tert-Butoxycarbonyl)(5-((tert-butyldimethylsilyl)oxy)-3,3-dimethylpentyl)carbamic acid tert-butyl ester C(C)(C)(C)OC(N(CCC(CCO[Si](C)(C)C(C)(C)C)(C)C)C(=O)OC(C)(C)C)=O